ClC1=CC=C(C=C1)NC(=O)NC=1SC(=CN1)C1=CC=CC=C1 1-(4-chlorophenyl)-3-(5-phenyl-1,3-thiazol-2-yl)urea